(E)-N-(2-oxo-2-piperazin-1-ylethyl)-3-[4-(trifluoromethyl)phenyl]prop-2-enamide hydrochloride Cl.O=C(CNC(\C=C\C1=CC=C(C=C1)C(F)(F)F)=O)N1CCNCC1